FC(C(C(F)(F)F)([C@]1(CN(CC1)C(C)(C)C=1C=NC(=CC1)C)CCC=1SC(=CC1)F)NC(OC1=CC=CC=C1)=O)(F)F |o1:7| phenyl (R or S)-(1,1,1,3,3,3-hexa-fluoro-2-(3-(2-(5-fluorothiophen-2-yl)ethyl)-1-(2-(6-methylpyridin-3-yl)propan-2-yl)pyrrolidin-3-yl)propan-2-yl)carbamate